2-(4-(4-butyl-1H-1,2,3-triazol-1-yl)phenyl)-5-(5-methoxy-2-methylphenyl)-1,3,4-oxadiazole C(CCC)C=1N=NN(C1)C1=CC=C(C=C1)C=1OC(=NN1)C1=C(C=CC(=C1)OC)C